tert-butyl (2S)-2-(((tert-butyldiphenylsilyl)oxy)methyl)-5-ethynylpyrrolidine-1-carboxylate [Si](C1=CC=CC=C1)(C1=CC=CC=C1)(C(C)(C)C)OC[C@H]1N(C(CC1)C#C)C(=O)OC(C)(C)C